(piperazin-1-ylsulfonyl)benzenesulfonamide N1(CCNCC1)S(=O)(=O)C1=C(C=CC=C1)S(=O)(=O)N